Cl.N[C@@H]1C[C@H](CCC1)C(=O)OC trans-methyl 3-aminocyclohexanecarboxylate hydrochloride